3-butylheptyl 8-((8-(heptadecan-9-yloxy)-8-oxooctyl)(3-(1-methylcyclohexane-1-carboxamido)propyl)amino)octanoate CCCCCCCCC(CCCCCCCC)OC(CCCCCCCN(CCCCCCCC(=O)OCCC(CCCC)CCCC)CCCNC(=O)C1(CCCCC1)C)=O